(3-(chloromethyl)-3H-diazirin-3-yl)methyl pent-4-ynoate (3-(chloromethyl)-3H-diazirin-3-yl)methyl-pent-4-ynoate ClCC1(N=N1)COC(CCC#C)=O.C(CCC#C)(=O)OCC1(N=N1)CCl